C(C)N(CCOC=1C=CC2=C(C(C=3N(C4=CC=CC=C4C3C2=O)C(C)C)(C)C)C1)CC 8-(2-Diethylamino-ethoxy)-5-isopropyl-6,6-dimethyl-5,6-dihydro-benzo[b]carbazol-11-one